FC1(CCN(CC1)C1=NC(=CC(=N1)C=1C=NN(C1)C1=C(C(=C(C=C1)NS(=O)(=O)CC(=O)[O-])C)N1CCC2(CC2)CC1)C)F 2-(N-(4-(4-(2-(4,4-difluoropiperidin-1-yl)-6-methylpyrimidin-4-yl)-1H-pyrazol-1-yl)-Methyl 3-(6-azaspiro[2.5]octan-6-yl)phenyl)sulfamoyl)acetate